Ethyl-Methylacrylat C(C)C=C(C(=O)[O-])C